CC([C@@H](C(=O)OCC1=CC=CC=C1)N1C([C@]2(CC1)CN(CC2)C(=O)C2[N@@](C2)C(C2=CC=CC=C2)(C2=CC=CC=C2)C2=CC=CC=C2)=O)C benzyl (S)-3-methyl-2-((R)-1-oxo-7-((R)-1-tritylaziridine-2-carbonyl)-2,7-diazaspiro[4.4]nonan-2-yl)butanoate